4-(1-naphthoxy-5-decyloxy)butyl-trimethyl-ammonium bromide [Br-].C1(=CC=CC2=CC=CC=C12)OCCCCCC(CCCC)OCCCC[N+](C)(C)C